ClC=1C=C(C=CC1C(=O)OC)C1N(CCN(C1)CC(F)F)CC1=C2C=CN(C2=C(C=C1OC)C)C(=O)[O-] 4-((2-(3-chloro-4-(methoxycarbonyl)phenyl)-4-(2,2-difluoroethyl)piperazin-1-yl)methyl)-5-methoxy-7-methyl-1H-indole-1-carboxylate